4-Chloro-6-methoxy-7-(2-((4-methylpiperazin-1-yl)oxy)ethoxy)quinoline-3-carbonitrile ClC1=C(C=NC2=CC(=C(C=C12)OC)OCCON1CCN(CC1)C)C#N